5-fluoro-N-(1-methylpiperidin-4-yl)pyrimidin-2-amine FC=1C=NC(=NC1)NC1CCN(CC1)C